O1C(CC1)N1C(N(C(N(C1=O)C1OCC1)=O)C1OCC1)=O 1,3,5-tris(oxetan-2-yl)-1,3,5-triazine-2,4,6-trione